NC1(CCCCC1)C(=O)NCCN(C)C 1-amino-N-(2-dimethylaminoethyl)cyclohexyl-carboxamide